cyclopropylboronic acid Potassium phosphate P(=O)([O-])([O-])[O-].[K+].C1(CC1)B(O)O.[K+].[K+]